NC([C@H](C1CCCCC1)NC(=O)C=1N=C(SC1)C1=CC=CC=C1)=O (S)-N-(2-amino-1-cyclohexyl-2-oxoethyl)-2-phenylthiazole-4-carboxamide